C(C)(C)(C)OC(=O)N1CC(CCC1)CCOC1=CC(=C(C=C1)F)C#N 3-(2-(3-Cyano-4-fluorophenoxy)ethyl)piperidine-1-carboxylic acid tert-butyl ester